C(=O)OC=1C=C(C=CC1)B(O)O (3-FORMYLOXYPHENYL)BORONIC ACID